((R)-1-(4-(ethylsulfonyl)phenyl)-2-hydroxyethyl)-2-((S)-2-((trifluoromethoxy)methyl)-4-(4-(trifluoromethyl)benzyl)piperazin-1-yl)thiazole-5-carboxamide C(C)S(=O)(=O)C1=CC=C(C=C1)[C@@H](CO)C=1N=C(SC1C(=O)N)N1[C@@H](CN(CC1)CC1=CC=C(C=C1)C(F)(F)F)COC(F)(F)F